4,8-bis(2-ethylhexyl-2-thienyl)-benzo[1,2-b:4,5-b']dithiophene C(C)C(CC1=C(SC=C1)C1=C2C(SC=C2)=C(C2=C1SC=C2)C=2SC=CC2CC(CCCC)CC)CCCC